FC1=CC=CC=2OCC(COC=3C(=CC=C(C4=NNC5=CN=C(C12)C=C45)C3)N3CCN(CC3)C)O 16-fluoro-5-(4-methylpiperazin-1-yl)-7,11-dioxa-19,22,23-triazapentacyclo[16.5.2.12,6.012,17.021,24]hexacosa-1(23),2,4,6(26),12(17),13,15,18,20,24-decaen-9-ol